N1CC(C1)C=1C(=NC=CC1)OC1=C(C=CC=C1)Cl (azetidin-3-yl)-2-(2-chlorophenoxy)pyridine